O1CC(CC1)CC=1C=C2C(=CC=NC2=CC1)C(=O)[O-] 6-((tetrahydrofuran-3-yl)methyl)quinoline-4-carboxylate